C(C)(=O)O[C@@H]1COCC[C@H]1NC1=NN2C(C=N1)=C(C(=C2C2(CCC2)CC)C#N)Cl (3S,4R)-4-{[5-chloro-6-cyano-7-(1-ethylcyclobutyl)pyrrolo[2,1-f][1,2,4]triazin-2-yl]amino}oxan-3-yl acetate